3-bromo-N-(tert-butyl)-2-methyl-6-(1H-pyrazol-1-yl)-benzamide BrC=1C(=C(C(=O)NC(C)(C)C)C(=CC1)N1N=CC=C1)C